C1(CC1)C(=O)NC1=CC(=C(N=N1)C(=O)NC([2H])([2H])[2H])NC1=NC=CC=2C3=C(CN(C12)C)N(C(=N3)C)C(F)F 6-(cyclopropanecarboxamido)-4-((3-(difluoromethyl)-2,5-dimethyl-4,5-dihydro-3H-imidazo[4,5-c][1,7]naphthyridin-6-yl)amino)-N-(methyl-d3)pyridazine-3-carboxamide